FC1=CC(=CC2=C1N=CS2)C(=O)O 4-fluorobenzo[d]Thiazole-6-carboxylic acid